1-(4-(4-(4-((6-acetylpyridazin-3-yl)oxy)phenyl)tetrahydro-2H-pyran-4-yl)phenyl)azetidine-3-carbaldehyde C(C)(=O)C1=CC=C(N=N1)OC1=CC=C(C=C1)C1(CCOCC1)C1=CC=C(C=C1)N1CC(C1)C=O